N[C@@H](CC(=O)O)CC1=CC(=C(C=C1)F)F (R)-3-amino-4-(3,4-difluorophenyl)butanoic acid